4-(3-fluorophenyl)-1-(5-(isopropylthio)-4-(4-(trifluoromethyl)cyclohex-1-en-1-yl)thiazol-2-yl)-3-methyl-1H-pyrazole-5-carboxylic acid sodium salt [Na+].FC=1C=C(C=CC1)C=1C(=NN(C1C(=O)[O-])C=1SC(=C(N1)C1=CCC(CC1)C(F)(F)F)SC(C)C)C